ruthenium (II) terpyridinedithiol N1=C(C(=C(C=C1)S)S)C1=NC=CC=C1C1=NC=CC=C1.[Ru+2]